Cl.C(C1=CC=CC=C1)OC=1C=C2C(=C(N(C2=CC1)C1=CC(=C(C=C1)F)C)C(C)C)C1CC(C1)C(=O)NN 3-[5-benzyloxy-1-(4-fluoro-3-methyl-phenyl)-2-isopropyl-indol-3-yl]Cyclobutanecarbohydrazide HCl